2-(2-((S)-1-hydroxyethyl)-1H-imidazol-1-yl)-4-(4'-((1-(2-hydroxyethyl)azetidin-3-yl)oxy)-[1,1'-biphenyl]-4-yl)but-3-en-1-ol O[C@@H](C)C=1N(C=CN1)C(CO)C=CC1=CC=C(C=C1)C1=CC=C(C=C1)OC1CN(C1)CCO